BOC-L-prolinaldehyde C(=O)(OC(C)(C)C)N1[C@@H](CCC1)C=O